9-(2-fluoro-4-(1-methyl-4-(trifluoromethyl)-1H-imidazol-2-yl)benzyl)-2-(2-isopropylpyridin-3-yl)-7-methyl-7,9-dihydro-8H-purin-8-one FC1=C(CN2C3=NC(=NC=C3N(C2=O)C)C=2C(=NC=CC2)C(C)C)C=CC(=C1)C=1N(C=C(N1)C(F)(F)F)C